BrC1C(C2=CC=CC=C2C1)Cl 2-bromo-1-chloro-2,3-dihydro-1H-indene